O1C(=NN=C1)C(C)C=1C=CC(=C(C1)NC(C1=C(N=C(C=C1)COC)N)=O)OC N-{5-[1-(1,3,4-oxadiazol-2-yl)ethyl]-2-methoxyphenyl}-2-amino-6-(methoxymethyl)nicotinamide